C(C)OC(C(N1C=NC2=CC=C(C=C2C1=O)C1=CC=C(C=C1)C1CCN(CC1)C)C1=C(C=CC(=C1)F)OCOC)=O 2-[5-Fluoro-2-(methoxymethoxy)phenyl]-2-[6-[4-(1-methyl-4-piperidinyl)phenyl]-4-oxo-quinazolin-3-yl]acetic acid ethyl ester